tert-butyl 4-[3-(2,6-dioxo-3-piperidyl)-5-fluoro-1-methyl-indazol-6-yl]piperazine-1-carboxylate O=C1NC(CCC1C1=NN(C2=CC(=C(C=C12)F)N1CCN(CC1)C(=O)OC(C)(C)C)C)=O